[(2R,3R,4R,5R,6R)-5-acetamido-3,4-diacetoxy-6-(12-benzyloxydodecoxy)tetrahydro-pyran-2-yl]methyl acetate C(C)(=O)OC[C@H]1O[C@H]([C@@H]([C@H]([C@H]1OC(C)=O)OC(C)=O)NC(C)=O)OCCCCCCCCCCCCOCC1=CC=CC=C1